((cyclohexyl(methoxycarbonyl)amino)(4-chlorophenyl)methyl)benzoate C1(CCCCC1)N(C(=O)OC)C(C1=CC=C(C=C1)Cl)OC(C1=CC=CC=C1)=O